C(#N)C1=CC=C(C=C1)C1=CN=CC2=C1OCCN2C(=O)C2CN(C2)S(=O)(=O)C2=CC=C(C#N)C=C2 4-((3-(8-(4-cyanophenyl)-3,4-dihydro-2H-pyrido[4,3-b][1,4]oxazine-4-carbonyl)azetidin-1-yl)-sulfonyl)benzonitrile